1-(3,4-Dimethoxybenzoyl)-3,5-bis(3,4-dimethoxybenzylidene)piperidin-4-one COC=1C=C(C(=O)N2CC(C(C(C2)=CC2=CC(=C(C=C2)OC)OC)=O)=CC2=CC(=C(C=C2)OC)OC)C=CC1OC